N6-[(2-bromothien-3-yl)methyl]adenosine lithium bis(malonate) borate salt B([O-])(O)O.C(CC(=O)O)(=O)O.C(CC(=O)O)(=O)O.[Li+].BrC=1SC=CC1CNC=1C=2N=CN([C@H]3[C@H](O)[C@H](O)[C@@H](CO)O3)C2N=CN1